dehydrolinalool oxide CC1(C=CCC(O1)(C)C=C)C